FC=1C(=C(OC2=C(C=C(C(=C2)C(F)(F)F)F)N2C=CC(C3=C(N=CC=C23)C2=NN=NN2)=O)C=CC1F)OC [2-(3,4-difluoro-2-methoxy-phenoxy)-5-fluoro-4-(trifluoromethyl)phenyl]-5-(1H-tetrazol-5-yl)-1H-1,6-naphthyridin-4-one